ClC=1C=C2C(CN(C(C2=C(C1)F)=O)CC1=CC(=CC(=C1)OC)OC)(C)C 6-chloro-2-(3,5-dimethoxybenzyl)-8-fluoro-4,4-dimethyl-3,4-dihydroisoquinolin-1(2H)-one